2-(3-(cycloheptyloxy)phenyl)-4-methyl-5-acetylthiazole C1(CCCCCC1)OC=1C=C(C=CC1)C=1SC(=C(N1)C)C(C)=O